FC=1C=C(C=C(C1)F)C(C)OC=1C=C2C(=NNC2=CC1)C1=NC2=C(N1)CN(C2)C(=O)C2CCN(CC2)C (2-(5-(1-(3,5-difluorophenyl)ethoxy)-1H-indazol-3-yl)-4,6-dihydropyrrolo[3,4-d]imidazol-5(1H)-yl)(1-methylpiperidin-4-yl)methanone